C(C)(C)(C)OC(=O)N1C(C2=CC=CC=C2CC1)CCC=1N=NN(C1)C1=CC(=CC(=C1)C#N)Br {2-[1-(3-bromo-5-cyanophenyl)-1H-1,2,3-triazol-4-yl]ethyl}-3,4-dihydroisoquinoline-2(1H)-carboxylic acid tert-butyl ester